1-[3-chloro-5-(2-aminoethylamino)phenyl]-3-[3,5-dichloro-2-(2-hydroxyethyl)phenyl]urea ClC=1C=C(C=C(C1)NCCN)NC(=O)NC1=C(C(=CC(=C1)Cl)Cl)CCO